FC1=C(C(=CC(=C1)CNC)C)C=1C=C2C(=CN1)NN=C2C=2C=CC(=NC2)N2CC(CC2)O 1-(5-(5-(2-Fluoro-6-methyl-4-((methylamino)methyl)phenyl)-1H-pyrazolo[3,4-c]pyridin-3-yl)pyridin-2-yl)pyrrolidin-3-ol